3-(7-(2-((tert-Butoxycarbonyl)amino)-5-fluorobenzo[d]thiazol-4-yl)-8-chloro-6-fluoro-3-methyl-1H-pyrazolo[4,3-c]quinolin-1-yl)azetidine-1-carboxylic acid tert-butyl ester C(C)(C)(C)OC(=O)N1CC(C1)N1N=C(C=2C=NC=3C(=C(C(=CC3C21)Cl)C2=C(C=CC1=C2N=C(S1)NC(=O)OC(C)(C)C)F)F)C